9-bromo-8-((2-(trimethylsilyl)ethoxy)methyl)-5,6,7,8-tetrahydropyrimido[4',5':3,4]cyclohepta[1,2-b]indol-2-amine BrC1=CC=CC=2C3=C(N(C12)COCC[Si](C)(C)C)CCCC1=C3N=C(N=C1)N